C1(CC1)C1=C(C(=NO1)C1=C(C=CC=C1)OC(F)(F)F)COC1=CC=C2C(=N1)CCC1=C(O2)C=C(C=C1)C(=O)OC methyl 2-((5-cyclopropyl-3-(2-(trifluoromethoxy)phenyl)isoxazol-4-yl)methoxy)-10,11-dihydrobenzo[6,7]oxepino[3,2-b]pyridine-7-carboxylate